N1(CCC1)C1=CC=C(C=N1)NC=1C(=C(C=CC1)[C@@]1(CC(N(C(N1)=N)C1CCOCC1)=O)C)Cl (6S)-6-(3-{[6-(Azetidin-1-yl)-pyridin-3-yl]amino}-2-chloro-phenyl)-2-imino-6-methyl-3-(tetrahydropyran-4-yl)-hexahydropyrimidin-4-one